S1(=O)(=O)CC(=CC1)C(=O)OC methyl 3-sulfolene-3-carboxylate